BrC=1C(=NC(=NC1N1N=CC=C1)N1N=CC=C1)N 5-bromo-2,6-di-(1H-pyrazol-1-yl)pyrimidin-4-amine